C(C)(C)C1=C2C=C(N=CC2=C(C=C1[C@H]1N(CC1)C(C=C)=O)N1[C@@H]([C@H](C1)CS(=O)(=O)C)C)NC1=NC(=NC=C1)N1CCC(CC1)OC 1-((S)-2-(5-isopropyl-3-((2-(4-methoxypiperidin-1-yl)pyrimidin-4-yl)amino)-8-((2R,3S)-2-methyl-3-((methylsulfonyl)methyl)azetidin-1-yl)isoquinolin-6-yl)azetidin-1-yl)prop-2-en-1-one